3,5-bis(trifluoromethyl)anilinediazonium FC(C=1C=C(N[N+]#N)C=C(C1)C(F)(F)F)(F)F